(S)-6-phenoxy-3-(3-(5-(trifluoromethyl)pyridin-2-yloxy)pyrrolidin-1-yl)pyridinecarboxaldehyde O(C1=CC=CC=C1)C1=CC=C(C(=N1)C=O)N1C[C@H](CC1)OC1=NC=C(C=C1)C(F)(F)F